COC=1C=CC2=C(CCC=3C(=C(NC23)\N=C\2/N=C(C=C2C2=CC=CC=C2)C2=CC=C(C=C2)O)C2=CC=CC=C2)C1 (Z)-4-(2-((7-methoxy-3-phenyl-4,5-dihydro-1H-benzo[g]indol-2-yl)imino)-3-phenyl-2H-pyrrol-5-yl)phenol